ClC=1C=C(C=CC1)C=1OC(=C(N1)C1=CC=C(C=C1)/C=C/C(=O)N[C@H]1CN[C@@H](C1)C)C (E)-3-(4-(2-(3-chlorophenyl)-5-methyl-oxazol-4-yl)phenyl)-N-((3R,5R)-5-methylpyrrolidin-3-yl)acrylamide